OCCOC(=C(C)OCCO)C bis(2-hydroxyethoxy)-2-butene